N1(CCNCC1)C(C)=O piperazin-1-yl-ethan-1-one